C1(=CC=CC=C1)N(C(SSC(N(C1=CC=CC=C1)C1=CC=CC=C1)=S)=S)C1=CC=CC=C1 tetraphenyl-thiuram disulphide